ClC=1C=C(NC2(CCC3([C@@H](CC4=CC=CC=C34)C=3OC(=CC3)C3=CC=CC=C3)CC2)C(=O)O)C=CC1 (1r,2'R,4R)-4-(3-chloroanilino)-2'-(5-phenylfuran-2-yl)-2',3'-dihydrospiro[cyclohexane-1,1'-indene]-4-carboxylic acid